C12(CC3CC(CC(C1)C3)C2)C2=C(C=CC(=C2)C(C)(C)CC)O 2-(adamantan-1-yl)-4-(t-amyl)phenol